C(#C)C=1SC=C(N1)NC(=O)NCC1=CC=C(C=C1)C1=C2C(N(C=NC2=CC=C1)C)=O 1-(2-Ethynylthiazol-4-yl)-3-(4-(3-methyl-4-oxo-3,4-dihydro-quinazolin-5-yl)-benzyl)urea